C(C)(C)(C)OC(=O)N1[C@H](CN(C[C@H]1C)C=1N=NC(=CC1)NC(=O)C1=CC2=CN(N=C2C=C1OCC)C)C (2s,6r)-4-(6-(6-ethoxy-2-methyl-2H-indazole-5-carboxamido)pyridazin-3-yl)-2,6-dimethylpiperazine-1-carboxylic acid tert-butyl ester